(6-Bromo-7-methoxyimidazo[1,2-a]pyridin-2-yl)(pyrrolidin-1-yl)methanone BrC=1C(=CC=2N(C1)C=C(N2)C(=O)N2CCCC2)OC